perhydrogeraniol CC(C)CCCC(C)CCO